C1=CNC(=O)C(=C1N)N 3,4-DiaminopyridineOn